Ethyl (1S,4s)-4-(2-fluoro-4-methoxy-5-(((1S,2R,3S,4R)-3-(neopentylcarbamoyl)bicyclo[2.2.1]heptan-2-yl)carbamoyl)phenoxy)cyclohexane-1-carboxylate FC1=C(OC2CCC(CC2)C(=O)OCC)C=C(C(=C1)OC)C(N[C@@H]1[C@H]2CC[C@@H]([C@@H]1C(NCC(C)(C)C)=O)C2)=O